FC1CC(N(C1)C(CCC1=NC=CC=C1)=O)C(=O)NC(C1=CC=C(C=C1)C(C)C)C1=CC=CC=C1 4-fluoro-N-{phenyl[4-(propan-2-yl)phenyl]methyl}-1-[3-(pyridin-2-yl)propanoyl]pyrrolidine-2-carboxamide